FC1(CNCCC1C1CCN(CC1)C1=C(C=C(NC2CNCCC2)C=C1)F)F 3-[4-[4-(3,3-difluoro-4-piperidyl)-1-piperidyl]-3-fluoro-anilino]piperidine